C(CC)C(CO)CCCCCCCCC 2-propyl-1-undecyl alcohol